N-(5-fluoro-2-methylphenyl)-6,6-dimethyl-4,6-dihydropyrrolo[3,4-c]pyrazol-5(1H)-carboxamid FC=1C=CC(=C(C1)NC(=O)N1C(C=2NN=CC2C1)(C)C)C